S1C(=NN=C1)C[C@@H](C)C=1C=C(C=CC1)N1C(C2=CC=CC(=C2C1)C(F)(F)F)=O (R)-2-(3-(1-(1,3,4-thiadiazol-2-yl)propan-2-yl)phenyl)-4-(trifluoromethyl)isoindolin-1-one